1-bromo-2-iodo-3-methylbenzene BrC1=C(C(=CC=C1)C)I